(S)-N-(7-((1H-pyrazol-4-yl)oxy)-5-methyl-4-oxo-2,3,4,5-tetrahydrobenzo[b][1,4]oxazepin-3-yl)-4-(2-fluorophenyl)-5-methylpyrimidine-2-carboxamide N1N=CC(=C1)OC1=CC2=C(OC[C@@H](C(N2C)=O)NC(=O)C2=NC=C(C(=N2)C2=C(C=CC=C2)F)C)C=C1